1-methyl-3-[4-(4,4,5,5-tetramethyl-1,3,2-dioxaborolan-2-yl)phenoxy]pyrrolidine CN1CC(CC1)OC1=CC=C(C=C1)B1OC(C(O1)(C)C)(C)C